2-[4-[3-chloro-8-[(2R)-2-(trifluoromethyl)azetidin-1-yl]imidazo[1,2-a]pyrazin-6-yl]pyrazol-1-yl]acetic acid ClC1=CN=C2N1C=C(N=C2N2[C@H](CC2)C(F)(F)F)C=2C=NN(C2)CC(=O)O